6-[2,6-Difluoro-3-(5-fluoro-2-methoxypyridine-3-sulfonamido)phenyl]-7-fluoro-N-methyl-1H-pyrazolo[4,3-c]pyridine-3-carboxamide FC1=C(C(=CC=C1NS(=O)(=O)C=1C(=NC=C(C1)F)OC)F)C1=C(C2=C(C=N1)C(=NN2)C(=O)NC)F